COCCC(=O)NC=1C(=C2C(=NC1)C=CS2)NCCCCNC(OC(C)(C)C)=O tert-butyl (4-((6-(3-methoxypropionamido)thieno[3,2-b]pyridin-7-yl)amino)butyl)carbamate